5-ethynyl-6-fluoro-4-({7-(3-oxa-7,9-diazabicyclo[3.3.1]nonan-7-yl)-5-[(tetrahydro-1H-pyrrolizin-7a(5H)-yl)methoxy][1,3]thiazolo[5,4-d]pyrimidin-2-yl}oxy)naphthalen-2-ol C(#C)C1=C2C(=CC(=CC2=CC=C1F)O)OC=1SC=2N=C(N=C(C2N1)N1CC2COCC(C1)N2)OCC21CCCN1CCC2